3-(5-(1-isopropyl-5-phenyl-1H-pyrazol-4-yl)-1-oxoisoindolin-2-yl)piperidine-2,6-dione C(C)(C)N1N=CC(=C1C1=CC=CC=C1)C=1C=C2CN(C(C2=CC1)=O)C1C(NC(CC1)=O)=O